2-(1-methyl-4-piperidyl)-5-[(3S)-3-methyl-2,3,4,5-tetrahydropyridin-6-yl]indazole CN1CCC(CC1)N1N=C2C=CC(=CC2=C1)C=1CC[C@@H](CN1)C